C(=O)(OCC1=CC=CC=C1)N[C@H](CCCCNC(=O)OC(C)(C)C)C(=O)O Nα-Cbz-Nε-Boc-D-lysine